N-(4-bromopyridin-2-yl)-3-(4-methylpiperazin-1-yl)cyclopentane-1-carboxamide BrC1=CC(=NC=C1)NC(=O)C1CC(CC1)N1CCN(CC1)C